OC(C(=O)O)(C)C1=CC=C(C=C1)C=1SC=CC1 2-hydroxy-2-(4-(thiophen-2-yl)phenyl)propionic acid